4-fluoroisoindoline-5-carbonitrile FC1=C2CNCC2=CC=C1C#N